ClC=1C=NC(=C(C(=O)NC2CCC(CC2)CN2C(N(C3=NC=CC=C32)C3=C(C=CC(=C3)F)Cl)=O)C1)C(F)F 5-chloro-N-((1r,4r)-4-((3-(2-chloro-5-fluorophenyl)-2-oxo-2,3-dihydro-1H-imidazo[4,5-b]pyridin-1-yl)methyl)cyclohexyl)-2-(difluoromethyl)nicotinamide